C(CCCCC(=O)OC1=C(C(=CC(=C1F)F)F)F)(=O)OC1=C(C(=CC(=C1F)F)F)F bis(2,3,5,6-tetrafluorophenyl) hexanedioate